BrC=1C=CC(=C(OCCN2C[C@@H](CC2)C(=O)OC)C1)C=1OC2=C(C=CC=C2C(C1)=O)Cl methyl (3R)-1-[2-[5-bromo-2-(8-chloro-4-oxo-chromen-2-yl)phenoxy]ethyl]pyrrolidine-3-carboxylate